bis(2,2,6,6-tetramethyl-4-piperidinyl) sebacate C(CCCCCCCCC(=O)OC1CC(NC(C1)(C)C)(C)C)(=O)OC1CC(NC(C1)(C)C)(C)C